[Br-].C(C1=CC=CC=C1)(=O)O[C@@]1([C@@H](CN(CC1)C(CC1=C(C=C(C(=C1)F)F)F)=O)C[N+](C([2H])([2H])[2H])(CC1=CC=CC=C1)C)C1=CC(=CC=C1)OC(C1=CC=CC=C1)=O N-(((3S,4S)-4-(benzoyloxy)-4-(3-(benzoyloxy)phenyl)-1-(2-(2,4,5-trifluorophenyl)acetyl)piperidin-3-yl)methyl)-N-benzyl-N-(methyl-d3)methylammonium bromide